C(C1=CC=CC=C1)O[C@@](C(=O)NN)(CCCCC[C@H](C)O[Si](C1=CC=CC=C1)(C1=CC=CC=C1)C(C)(C)C)C(F)(F)F (2R,8S)-2-(benzyloxy)-8-((tert-butyldiphenylsilyl)oxy)-2-(trifluoromethyl)nonanoylhydrazine